ClC1=C2C(=NC=C1C1=CNC3=C(C=CC=C13)N1C(CCCC1)=O)NCC21CC(CC1)O 1-(3-(4'-Chloro-3-hydroxy-1',2'-dihydrospiro[cyclopentane-1,3'-pyrrolo[2,3-b]pyridin]-5'-yl)-1H-indol-7-yl)piperidin-2-one